N-((S)-1'-(3-((5-chloro-4-oxo-3,4-dihydroquinazolin-6-yl)thio)-1,2,4-triazine-6-yl)-1,3-dihydrospiro[indene-2,4'-piperidine]-1-yl)-2-methylpropane-2-sulfinamide ClC1=C2C(NC=NC2=CC=C1SC=1N=NC(=CN1)N1CCC2(CC1)[C@@H](C1=CC=CC=C1C2)NS(=O)C(C)(C)C)=O